(S)-2-(4-(7-(8-chloronaphthalen-1-yl)-8-fluoro-2-((tetrahydro-1H-pyrrolizin-7a(5H)-yl)methoxy)pyrido[4,3-d]pyrimidin-4-yl)piperazin-2-yl)acetonitrile ClC=1C=CC=C2C=CC=C(C12)C1=C(C=2N=C(N=C(C2C=N1)N1C[C@@H](NCC1)CC#N)OCC12CCCN2CCC1)F